C(N)(OCCOC1=NC(=NC(=C1)Cl)C)=O [2-(6-chloro-2-methyl-pyrimidin-4-yl)oxy ethyl] carbamate